2,2-di-(p-hydroxyphenyl)propane diacrylate C(C=C)(=O)O.C(C=C)(=O)O.OC1=CC=C(C=C1)C(C)(C)C1=CC=C(C=C1)O